2-bromo-3-methyl-N-(2-tert-butyl-4-bromophenyl)benzamide BrC1=C(C(=O)NC2=C(C=C(C=C2)Br)C(C)(C)C)C=CC=C1C